tert-butyl 4-(7-bromo-6-chloro-8-(2-(trimethylsilyl)ethoxy)quinazolin-4-yl)piperazine-1-carboxylate BrC1=C(C=C2C(=NC=NC2=C1OCC[Si](C)(C)C)N1CCN(CC1)C(=O)OC(C)(C)C)Cl